2-trifluoroethyltrityltritylsilane FC(CC1=C(C(C2=CC=CC=C2)(C2=CC=CC=C2)[SiH2]C(C2=CC=CC=C2)(C2=CC=CC=C2)C2=CC=CC=C2)C=CC=C1)(F)F